C2-buten-1,4-diol C(C=CCO)O